4-((2S,3S,4R,5S)-3-(2-(difluoromethoxy)-4-fluoro-3-methylphenyl)-4,5-dimethyl-5-(trifluoromethyl)tetrahydrofuran-2-carboxamido)picolinamide FC(OC1=C(C=CC(=C1C)F)[C@H]1[C@H](O[C@@]([C@@H]1C)(C(F)(F)F)C)C(=O)NC1=CC(=NC=C1)C(=O)N)F